tert-butyl (2R,3S,4S)-4-[(tert-butoxycarbonyl)oxy]-3-{[3-(isopropylamino)propanoyl]oxy}-2-[(4-methoxyphenyl)methyl]pyrrolidine-1-carboxylate C(C)(C)(C)OC(=O)O[C@@H]1[C@H]([C@H](N(C1)C(=O)OC(C)(C)C)CC1=CC=C(C=C1)OC)OC(CCNC(C)C)=O